N-[(3-chloropyridin-2-yl)methyl]-2-[(3R)-3-methyl[1,4'-bipiperidin]-1'-yl]-1,3-thiazole-5-carboxamide ClC=1C(=NC=CC1)CNC(=O)C1=CN=C(S1)N1CCC(CC1)N1C[C@@H](CCC1)C